C(CCCCCCCCCCC)(=O)[O-].C(CCCCCCC)[Sn+2]CCCCCCCC.C(CCCCCCCCCCC)(=O)[O-] dioctyltin dodecanoate